(3S)-3-[5-(4-cyano-2,6-dimethyl-phenyl)-3-pyridyl]-3-[[(2S)-4-methyl-2-[(1-methyl-2-oxo-pyridine-3-carbonyl)amino]pentanoyl]amino]propanoic acid C(#N)C1=CC(=C(C(=C1)C)C=1C=C(C=NC1)[C@H](CC(=O)O)NC([C@H](CC(C)C)NC(=O)C=1C(N(C=CC1)C)=O)=O)C